4-((3-(4-chloro-2,6-dimethylphenyl)-2,4-dioxo-3,4-dihydroquinazolin-1(2H)-yl)methyl)-N-hydroxybenzamide ClC1=CC(=C(C(=C1)C)N1C(N(C2=CC=CC=C2C1=O)CC1=CC=C(C(=O)NO)C=C1)=O)C